2-(N,N-diethylamino)-diazene 2-oxide C(C)N(CC)[N+](=N)[O-]